OC(C)C1=C(C(NN=C1)=O)C 5-(1-hydroxyethyl)-4-methyl-2H-pyridazin-3-one